tert-butyl(2-(2-iodophenyl)propoxy)dimethylsilane C(C)(C)(C)[Si](C)(C)OCC(C)C1=C(C=CC=C1)I